Methyl-(S)-(5-((2-amino-2,4-dimethylpent-4-en-1-yl)oxy)-4-(trifluoromethyl) [2,4'-bipyridin]-2'-yl)carbamate COC(NC1=NC=CC(=C1)C1=NC=C(C(=C1)C(F)(F)F)OC[C@@](CC(=C)C)(C)N)=O